OC1C2=CC=CC=C2C=2C=CC=CC12 9-hydroxy-9H-fluorene